COC1=CC=C(C=C1)[C@@H]1CN(C[C@@H](C1)NC(=O)C1=NC=CC=C1)C(=O)OC(C)(C)C tert-Butyl (3R,5R)-3-(4-methoxyphenyl)-5-(pyridine-2-carbonylamino)piperidine-1-carboxylate